CC1CNC2=C(O1)N=CC(=C2C)NC2=C(C(NC=C2)=O)C(=O)NC2=CC(=C(C=C2)N2CCN(CC2)C)CO 4-((3,8-dimethyl-2,3-dihydro-1H-pyrido[2,3-b][1,4]oxazin-7-yl)amino)-N-(3-(hydroxymethyl)-4-(4-methylpiperazin-1-yl)phenyl)-2-oxo-1,2-dihydropyridine-3-carboxamide